C(CCCCCCCCCC=CCCCCCCCC)(=O)OCCCCCCCCCCCCCCCCCCCCCCCCCCCCCCCCCCCCCC(CC)C 38-methyltetracontyl eicos-11-enoate